ClC1=C(C(=CC=C1)Cl)C=1C=C2C(=NN(C2=CC1)C(C1=CC=CC=C1)(C1=CC=CC=C1)C1=CC=CC=C1)NC(=O)C1CCN(CC1)C1=CC=CC=C1 N-[5-(2,6-dichlorophenyl)-1-trityl-1H-indazol-3-yl]-1-phenylpiperidine-4-carboxamide